CC(CN)CCCN 2-Methyl-pentamethylenediamine